C1(=CC(=CC=C1)C(CC1=NC(=NC(=N1)N[C@@H](CO)CC(C)C)NS(=O)(=O)C)C)C1=CC=CC=C1 N-(4-(2-([1,1'-Biphenyl]-3-yl)propyl)-6-(((R)-1-hydroxy-4-methylpentan-2-yl)amino)-1,3,5-triazin-2-yl)methanesulfonamide